N12NC(CC(CC1)C2)C(=O)[O-] diazabicyclo[3.2.1]octane-3-carboxylate